Tert-butyl 3-[1-[1-[(4-methoxyphenyl)methyl]-2,6-dioxo-3-piperidyl]-3-methyl-2-oxo-benzimidazol-5-yl]oxyazetidine-1-carboxylate COC1=CC=C(C=C1)CN1C(C(CCC1=O)N1C(N(C2=C1C=CC(=C2)OC2CN(C2)C(=O)OC(C)(C)C)C)=O)=O